tert-butyl (S)-4-(6-cyano-1-(2-isopropyl-4-methylpyridin-3-yl)-7-(8-methylnaphthalen-1-yl)-2-oxo-1,2-dihydropyrido[2,3-d]pyrimidin-4-yl)-3-methylpiperazine-1-carboxylate C(#N)C1=CC2=C(N(C(N=C2N2[C@H](CN(CC2)C(=O)OC(C)(C)C)C)=O)C=2C(=NC=CC2C)C(C)C)N=C1C1=CC=CC2=CC=CC(=C12)C